tert-butyl 6-(2-(3-(6-methylpyridin-2-yl)-4-(quinolin-4-yl)-1H-pyrazol-1-yl)acetamido)pyridine-3-carboxylate CC1=CC=CC(=N1)C1=NN(C=C1C1=CC=NC2=CC=CC=C12)CC(=O)NC1=CC=C(C=N1)C(=O)OC(C)(C)C